C(#N)C(=CC=COC)C(=O)OCC 1-cyano-4-methoxy-1-ethoxycarbonyl-1,3-butadiene